3-amino-N,N-dimethyl-azetidine-3-carboxamide NC1(CNC1)C(=O)N(C)C